N1C(=NC2=C1C=CC(=C2)C(=O)N)C(=O)N 1H-benzimidazol-2,5-dicarboxamid